tert-butyl (S)-(1-(1-amino-3-(p-tolyl)propan-2-yl)-3-(4-methylbenzyl)-1,3-dihydro-2H-benzo[d]imidazol-2-ylidene)carbamate NC[C@H](CC1=CC=C(C=C1)C)N1C(N(C2=C1C=CC=C2)CC2=CC=C(C=C2)C)=NC(OC(C)(C)C)=O